C(CCCCCCCCCCCCCCC)(=O)O[C@@H]1[C@@](O[C@H](C1)N1C2=NC(=NC(=C2N=C1)N)F)(C#C)CO[P@](=O)(OC1=CC=CC=C1)N[C@H](C(=O)OCC(CC)CC)CC1=CC=CC=C1 (2R,3S,5R)-5-(6-Amino-2-fluoro-9H-purin-9-yl)-2-((((S)-(((S)-1-(2-ethylbutoxy)-1-oxo-3-phenylpropan-2-yl)amino)(phenoxy)phosphoryl)oxy) methyl)-2-ethynyltetrahydrofuran-3-yl palmitate